C(C)(=O)ON=C(C(=O)C1=CC=C(C=C1)SC1=CC=CC=C1)CC1CCCC1 N-acetoxy-1-(4-phenylsulfanylphenyl)-3-cyclopentylpropane-1-one-2-imine